(E)-5-(3-(thiophen-2-yl)acryloyl)-1,3-dimethyl-1,3-dihydro-2H-benzo[d]imidazol-2-one S1C(=CC=C1)/C=C/C(=O)C1=CC2=C(N(C(N2C)=O)C)C=C1